O1CCN(CC1)C1CC(C1)C(=O)O (1r,3r)-3-morpholinocyclobutane-1-carboxylic acid